FC=1C=C(C=CC1F)C(CN1CCN(CC1)C(=O)OC(C)(C)C)NS(=O)(=O)C1=CC=C(C=C1)OC(F)(F)F tert-butyl 4-(2-(3,4-difluorophenyl)-2-((4-(trifluoromethoxy)phenyl)sulfonamido)ethyl)piperazine-1-carboxylate